C(C)(C)(C)OC(=O)NC1=C(C=C(C=C1)C(C(=O)OCC)C(C)C)F ethyl 2-(4-((tert-butoxycarbonyl)amino)-3-fluorophenyl)-3-methylbutanoate